5-(trifluoromethyl)-2-(2-trimethylsilylethyl)pyridine-1-amine FC(C=1C=CC(N(C1)N)CC[Si](C)(C)C)(F)F